CC1CC=2C=C3CCNC(C3=C(C2O1)C)=O 2,9-dimethyl-2,3,6,7-tetrahydrofurano[3,2-g]isoquinolin-8(5H)-one